FC(C(C(F)(F)F)(C(F)(F)F)OC(OC(C(F)(F)F)(C(F)(F)F)C(F)(F)F)=O)(F)F bis[1,1,1,3,3,3-hexafluoro-2-(trifluoromethyl)propan-2-yl]carbonate